C1(=CC=CC2=CC=CC=C12)CNCCNCC1=CC=CC2=CC=CC=C12 N,N'-bis(1-naphthylmethyl)-1,2-ethylenediamine